N[C@@H](C(=O)N)C1=CC=CC=C1 (R)-2-amino-2-phenylacetamide